ethyl 4-(4-hydroxyphenyl)-1-piperazinecarboxylate OC1=CC=C(C=C1)N1CCN(CC1)C(=O)OCC